C(C)OC=1C(=C(C(=O)NN)C=CC1)OCC diethoxybenzohydrazide